N1=C(C=CC=C1)CN1C=C(C2=CC=CC=C12)C(=O)NCCC(=O)O 3-[1-(pyridin-2-ylmethyl)-1H-indole-3-carboxamido]propionic acid